NC1=C2N=CN(C2=NC(=N1)F)[C@H]1C[C@@H]([C@@](O1)(C#C)COP(=O)(O[C@@H](COCCCCCCCCCCCC)C=O)N[C@@H](CC1=CC=CC=C1)C(=O)OCCCCCCCCCCCC)O dodecyl ((((2R,3S,5R)-5-(6-amino-2-fluoro-9H-purin-9-yl)-2-ethynyl-3-hydroxytetrahydrofuran-2-yl)methoxy)(((S)-1-(dodecyloxy) oxopropan-2-yl)oxy)phosphoryl)-L-phenylalaninate